4'H-spiro[cyclobutane-1,5'-thieno[2,3-b]pyridine]-4',6'(7'H)-dione S1C=CC2=C1NC(C1(C2=O)CCC1)=O